tert-butyl (1R,3S,5S)-3-[[(2,2,2-trichloroethoxy) carbonyl] amino]-8-azabicyclo[3.2.1]octane-8-carboxylate ClC(COC(=O)NC1C[C@H]2CC[C@@H](C1)N2C(=O)OC(C)(C)C)(Cl)Cl